(4-aminocyclohexyl)-4-[5-[3-[2-(4-tert-butoxy-4-oxo-butanoyl)-4-fluoro-6-methoxy-isoindolin-5-yl]oxypropoxy]-4-fluoro-6-methoxy-benzothiophen-2-yl]-4-oxo-butanoate NC1CCC(CC1)OC(CCC(=O)C=1SC2=C(C1)C(=C(C(=C2)OC)OCCCOC=2C(=C1CN(CC1=CC2OC)C(CCC(=O)OC(C)(C)C)=O)F)F)=O